3-ethynyl-5-[5-[2-[(4-iodo-2,5-dimethyl-pyrazol-3-yl)methoxy]ethoxy]-1-methyl-pyrazol-4-yl]-1-tetrahydropyran-2-yl-indazole C(#C)C1=NN(C2=CC=C(C=C12)C=1C=NN(C1OCCOCC=1N(N=C(C1I)C)C)C)C1OCCCC1